C(CCCCC)N(C(OCCCCC)=O)CCCCCC pentyl N,N-dihexylcarbamate